(2S,5S)-2-(1-(4-bromophenyl)-3-(4-fluorophenyl)-1H-pyrazol-4-yl)-5-methyl-3-(2-(2-oxoindolin-6-yl)ethyl)oxazolidin-4-one tritylacetate C(C1=CC=CC=C1)(C1=CC=CC=C1)(C1=CC=CC=C1)CC(=O)O.BrC1=CC=C(C=C1)N1N=C(C(=C1)[C@@H]1O[C@H](C(N1CCC1=CC=C2CC(NC2=C1)=O)=O)C)C1=CC=C(C=C1)F